ClC1COC(C2=CC=CC=C12)CN(C(OC(C)(C)C)=O)C tert-butyl (4-chloroisochroman-1-yl)methyl(methyl)carbamate